ClC1=C(C=C(C=2C3=C4C(CCN4C21)CNC(C3)=O)CC#N)Cl 2-(8,9-dichloro-2-oxo-2,3,4,4a,5,6-hexahydro-1H-azepino[3,4,5-gh]benzo[b]pyrrolizin-11-yl)acetonitrile